(S)-{[1-(6-fluoro-8-methoxyquinazolin-4-yl)piperidin-4-yl]methyl}(imino)methyl-λ6-sulfanone FC=1C=C2C(=NC=NC2=C(C1)OC)N1CCC(CC1)C[SH2](=O)C=N